ClC=1C=C(C=CC1F)C1=CSC2=C1C(N(C=C2)CC(=O)N2CC1C(C1C2)(F)F)=O 3-(3-chloro-4-fluorophenyl)-5-(2-(6,6-difluoro-3-azabicyclo[3.1.0]hex-an-3-yl)-2-oxoethyl)thieno[3,2-c]pyridin-4(5H)-one